ClC=1C=C(C=C(C1OC1=NNC(C(=C1)C(C)C)=O)Cl)N1N=C(C(NC1=O)=O)C(=O)OC Methyl 2-(3,5-dichloro-4-((5-isopropyl-6-oxo-1,6-dihydropyridazin-3-yl) oxy) phenyl)-3,5-dioxo-2,3,4,5-tetrahydro-1,2,4-triazine-6-carboxylate